tert-butyl (5-(4-nitro-3-vinyl-1H-pyrazol-1-yl)pentyl)carbamate [N+](=O)([O-])C=1C(=NN(C1)CCCCCNC(OC(C)(C)C)=O)C=C